(S)-4-((R)-10-Acryloyl-2-fluoro-5-methyl-14-oxo-8,8a,9,10,11,12-hexahydro-7H,14H-pyrazino[1',2':5,6][1,5]diazocino[3,2,1-hi]indol-3-yl)-2-amino-7-fluorobenzo[b]thiophene-3-carbonitrile C(C=C)(=O)N1C[C@@H]2N(C(C=3C=C(C(=C4C=C(N(C34)CC2)C)C2=CC=C(C=3SC(=C(C32)C#N)N)F)F)=O)CC1